C(CCC)=NCCC[Si](OC)(OC)OC N-butylidene-3-(trimethoxysilyl)-1-propylamine